[3-(9H-fluoren-9-ylmethoxycarbonylamino)-4-methoxy-phenyl]ammonium C1=CC=CC=2C3=CC=CC=C3C(C12)COC(=O)NC=1C=C(C=CC1OC)[NH3+]